BrC1=CN=C2N1N=C(C=C2)N2CCOC1(CC1)C2 7-(3-Bromoimidazo[1,2-b]pyridazin-6-yl)-4-oxa-7-azaspiro[2.5]octane